ClC1=NC=2N(CC(NC2C=N1)=O)C12CCC(CC1)(C2)O 2-chloro-8-(4-hydroxybicyclo[2.2.1]heptan-1-yl)-7,8-dihydropteridin-6(5H)-one